2-(3-bromo-2-chlorophenyl)acetonitrile BrC=1C(=C(C=CC1)CC#N)Cl